n-Heptane Isobutyl-acetate C(C(C)C)OC(C)=O.CCCCCCC